C(C)(=O)C1=CC=C(C=C1)NC(C1=CC(=C(C=C1)N(C(=O)NC1=CC=C(C=C1)Cl)CCN1CCOCC1)C)=O N-(4-acetylphenyl)-4-{3-(4-chlorophenyl)-1-[2-(4-morpholinyl)ethyl]ureido}-3-methylbenzamide